6-azapyrimidine N1=CN=CC=N1